The molecule is dicarboxylate anion of sinapic acid (S)-malate ester It is a conjugate base of a sinapic acid (S)-malate ester. COC1=CC(=CC(=C1OC(=O)[C@H](CC(=O)[O-])O)OC)/C=C/C(=O)[O-]